5-fluoro-2,2-dimethyl-2,3-dihydro-1H-inden-1-one FC=1C=C2CC(C(C2=CC1)=O)(C)C